FC1=CC(=C(C=C1C1=NC(=NC=C1)N1CCOCC1)NC(=O)C1=CN(C(C=C1C(F)(F)F)=O)C)N1C[C@H](N(CC1)C)C |r| N-[4-fluoro-5-(2-morpholin-4-ylpyrimidin-4-yl)-2-[rac-(3R)-3,4-dimethylpiperazin-1-yl]phenyl]-1-methyl-6-oxo-4-(trifluoromethyl)pyridine-3-carboxamide